(S)-4,11-diethyl-4-hydroxy-3,14-dioxo-3,4,12,14-tetrahydro-1H-pyrano[3',4':6,7]indolizino[1,2-b]quinolin-9-yl (S)-2-(4-isobutylphenyl)propanoate C(C(C)C)C1=CC=C(C=C1)[C@@H](C(=O)OC1=CC=2C(=C3C(=NC2C=C1)C1=CC2=C(C(N1C3)=O)COC([C@]2(O)CC)=O)CC)C